2,5-dibromo-3-(4-bromobutyl)-thiophene BrC=1SC(=CC1CCCCBr)Br